C1(CC1)[C@@H]1NC2=C(C(N(C=3C=CC(=CC23)NC2=NC(=NC=C2Cl)Cl)C)=O)SCC1 (R)-2-cyclopropyl-10-((2,5-dichloropyrimidin-4-yl)amino)-7-methyl-1,2,3,4-tetrahydro-[1,4]thiazepino[2,3-c]quinolin-6(7H)-one